(1R,5S,6S,7S)-6,7-dihydroxy-3-azabicyclo[3.2.1]octane-3-carboxylic acid benzyl ester C(C1=CC=CC=C1)OC(=O)N1C[C@@H]2[C@@H]([C@H]([C@H](C1)C2)O)O